CC1=NN2C(N=CC(=C2C2=CC=C(OCC3=NC4=CC=CC=C4C=C3)C=C2)C2=CC=NC=C2)=N1 2-[4-(2-methyl-6-pyridin-4-yl-[1,2,4]triazolo[1,5-a]pyrimidin-7-yl)-phenoxymethyl]-quinoline